N-((1-fluorocyclopropyl)methyl)-2-methoxybenzamide FC1(CC1)CNC(C1=C(C=CC=C1)OC)=O